CC(C)P(CCCCCCCC)CCCCCCCC 2-propyl-di-(1-octyl)phosphine